N1C(=NC2=C1C=CC=C2)CN(CCCN(C)CC2=NC1=C(N2)C=CC=C1)C N1,N3-bis((1H-benzo[d]imidazol-2-yl)methyl)-N1,N3-dimethylpropane-1,3-diamine